OC(C1CN(CCC1)C(=O)OC(C)(C)C)N1NC(=C(C=C1)C)C1=C(C=C(C=C1)C(F)(F)F)O tert-butyl 3-(hydroxy(6-(2-hydroxy-4-(trifluoromethyl)phenyl)-5-methylpyridazin-2-yl)methyl)piperidine-1-carboxylate